(3E)-10-bromo-3-decen-1-ol BrCCCCCC/C=C/CCO